2-(4-benzoyl-3-hydroxyphenoxy)ethyl-(5-isocyano-2-methylphenyl)glycine C(C1=CC=CC=C1)(=O)C1=C(C=C(OCCN(CC(=O)O)C2=C(C=CC(=C2)[N+]#[C-])C)C=C1)O